8-(5-chloro-2-(isopropylamino)pyridin-4-yl)-2-(5-fluoro-2-(hydroxymethyl)benzyl)-4-methoxy-2,3,4,5-tetrahydro-1H-pyrrolo[1,2-a][1,4]diazepin-1-one ClC=1C(=CC(=NC1)NC(C)C)C=1C=C2N(CC(CN(C2=O)CC2=C(C=CC(=C2)F)CO)OC)C1